P(=O)(OC[C@H]1O[C@@]([C@@H]([C@@H]1O)O)(C#N)C1=CC=C2C(=NC=NN21)N)(OCCCOCCCCCCCCCCCCCCCCC)O ((2R,3S,4R,5R)-5-(4-aminopyrrolo[2,1-f][1,2,4]triazin-7-yl)-5-cyano-3,4-dihydroxytetrahydrofuran-2-yl)methyl (3-(heptadecyloxy)propyl) hydrogen phosphate